N2-[7-fluoro-8-(2,3,4,7-tetrahydro-1H-azepin-5-yl)chroman-6-yl]-N4,6-dimethyl-pyrimidine-2,4-diamine FC1=C(C=C2CCCOC2=C1C=1CCCNCC1)NC1=NC(=CC(=N1)NC)C